2-ISOBUTYL ((((2R,3S,4R,5R)-5-(3,5-DIOXO-4,5-DIHYDRO-1,2,4-TRIAZIN-2(3H)-YL)-3,4-DIHYDROXYTETRAHYDROFURAN-2-YL)METHOXY)(PHENOXY)PHOSPHORYL)-L-ALANINATE O=C1N(N=CC(N1)=O)[C@H]1[C@@H]([C@@H]([C@H](O1)COP(=O)(OC1=CC=CC=C1)N[C@@H](C)C(=O)OC(C)(C)C)O)O